N-(3-(dimethylamino)propyl)-1-(6-methoxy-3,4-dihydro-2H-benzo[b][1,4]oxazin-7-yl)-6-((3-oxo-3,4-dihydropyrazin-2-yl)amino)-1H-pyrazolo[4,3-c]pyridine-3-carboxamide CN(CCCNC(=O)C1=NN(C2=C1C=NC(=C2)NC2=NC=CNC2=O)C=2C(=CC1=C(OCCN1)C2)OC)C